((tert-butyldimethylsilyloxy) methyl)-2,6-dimethoxybenzenesulfinate [Si](C)(C)(C(C)(C)C)OCOS(=O)C1=C(C=CC=C1OC)OC